NC=1C2=C(N=CN1)C(=CC(=N2)C=2C=C(C=CC2)C#C[C@]2(C(N(CC2)C)=O)O)N2CC1(C(C1)(F)F)C2 (R)-3-[2-[3-[4-amino-8-(2,2-difluoro-5-azaspiro[2.3]hex-5-yl)pyrido[3,2-d]pyrimidin-6-yl]phenyl]ethynyl]-3-hydroxy-1-methyl-pyrrolidin-2-one